2,3,4,5-tetrahydro-1H-benzo[b]azepin N1C2=C(CCCC1)C=CC=C2